2-(4-methyl-3-oxopiperazin-1-yl)acetic acid CN1C(CN(CC1)CC(=O)O)=O